5-(2-(dimethylaminoethyl-oxy)ethyl)oxy-6-methylsulfonylamino-N-carboxyethylisoindoline-1,3-dione CN(C)CCOCCOC=1C=C2C(N(C(C2=CC1NS(=O)(=O)C)=O)CCC(=O)O)=O